N-[(1R)-1-[4-(cyclopropylmethoxy)-3-fluoro-phenyl]ethyl]-2-methyl-5-[(1R,4R)-5-methyl-2,5-diazabicyclo[2.2.1]heptan-2-yl]benzamide C1(CC1)COC1=C(C=C(C=C1)[C@@H](C)NC(C1=C(C=CC(=C1)N1[C@H]2CN([C@@H](C1)C2)C)C)=O)F